(2R)-2-(1-{[(phenylmethyl)oxy]carbonyl}-3-{[(2R)-3,3,3-trifluoro-2-(methyloxy)-2-phenylpropionyl]oxy}azetidin-3-yl)piperidine-1-carboxylic acid-1,1-dimethylethyl ester CC(C)(C)OC(=O)N1[C@H](CCCC1)C1(CN(C1)C(=O)OCC1=CC=CC=C1)OC([C@@](C(F)(F)F)(C1=CC=CC=C1)OC)=O